C(#N)C=1C=2N(C=C(C1)C1CC1)C=C(N2)CN2N=NC(=C2)C(=O)NCC2=C(C(=CC=C2F)OC)F 1-((8-cyano-6-cyclopropylimidazo[1,2-a]pyridin-2-yl)methyl)-N-(2,6-difluoro-3-methoxybenzyl)-1H-1,2,3-triazole-4-carboxamide